1-(3-(5-(2-methyl-[1,1'-biphenyl]-3-yl)-1,3,4-oxadiazol-2-yl)benzyl)piperidin-3-ol CC1=C(C=CC=C1C1=NN=C(O1)C=1C=C(CN2CC(CCC2)O)C=CC1)C1=CC=CC=C1